O1CCC(CC1)OC1=CC=C(C=C1)N1CCN(CC1)CCC1=NNC=N1 3-[2-[4-(4-tetrahydropyran-4-yloxyphenyl)piperazin-1-yl]ethyl]-[1,2,4]triazol